COC1=CC=C(C=C1)/C=C/C(=O)C1=CC=C(NC(\C=C/C(=O)O)=O)C=C1 (Z)-4-[4-[(E)-3-(4-Methoxyphenyl)prop-2-enoyl]anilino]-4-oxobut-2-enoic acid